rac-2-(3,5-Dicyanophenyl)-2-(3,3-difluorocyclopentyl)-N-(1-methyl-5-(trifluoromethyl)-1H-pyrazol-3-yl)acetamide C(#N)C=1C=C(C=C(C1)C#N)C(C(=O)NC1=NN(C(=C1)C(F)(F)F)C)C1CC(CC1)(F)F